CN1[C@H](CCC1)C1=CC=2C=NC(=CC2N1COCC[Si](C)(C)C)NC(=O)C1=NC=C(C=C1)C=1C=NN(C1)C1OCCCC1 N-{2-[(2R)-1-methylpyrrolidin-2-yl]-1-{[2-(trimethylsilyl)ethoxy]methyl}pyrrolo[3,2-c]pyridin-6-yl}-5-[1-(oxan-2-yl)pyrazol-4-yl]pyridine-2-carboxamide